6-(2-chloro-4-fluoro-5-methoxy-phenyl)-3-[2-(hydroxymethyl)-3-methyl-thieno[2,3-c]pyridin-4-yl]-1H-thieno[3,2-d]pyrimidine-2,4-dione ClC1=C(C=C(C(=C1)F)OC)C1=CC=2NC(N(C(C2S1)=O)C1=C2C(=CN=C1)SC(=C2C)CO)=O